CC1=NOC(=C1)C(=O)NC[C@H]1C[C@H](CC1)NC(OC(C)(C)C)=O |r| tert-butyl N-[rac-(1S,3R)-3-[[(3-methylisoxazole-5-carbonyl)amino]methyl]cyclopentyl]carbamate